8-Amino-6-fluoro-2-(2-hydroxyethyl)-2,5-dimethyl-3,4-dihydronaphthalen-1(2H)-one NC=1C=C(C(=C2CCC(C(C12)=O)(C)CCO)C)F